C(C1=CC=CC=C1)C=1N=C(SC1)C1=CN(C=2N=C(N=CC21)Cl)[C@H]2[C@@H]([C@@H](C(C2)C2CN(CCC2)C)O)O (1R,2S,3R)-3-[5-(4-benzyl-1,3-thiazol-2-yl)-2-chloropyrrolo[2,3-d]pyrimidin-7-yl]-5-(1-methylpiperidin-3-yl)cyclopentane-1,2-diol